FC1=C(C(=CC=2NC(=NC21)OC2CCC(CC2)C(=O)O)F)C2=CC=C(C=C2)C2=CC=C(C=C2)CN2CC(C2)OCCO 4-((4,6-difluoro-5-(4'-((3-(2-hydroxyethoxy)azetidin-1-yl)methyl)-[1,1'-biphenyl]-4-yl)-1H-benzo[d]imidazol-2-yl)oxy)cyclohexane-1-carboxylic acid